(R)-4-((1-(3-(difluoromethyl)-2-fluorophenyl)ethyl)amino)-2-methyl-6-(4-methylpiperazin-1-yl)pyrido[4,3-d]pyrimidin-7(6H)-one FC(C=1C(=C(C=CC1)[C@@H](C)NC=1C=2C(N=C(N1)C)=CC(N(C2)N2CCN(CC2)C)=O)F)F